(R)-2-(2-((4-amino-3-(2-fluoro-4-phenoxyphenyl)-1H-pyrazolo[3,4-d]pyrimidin-1-yl)methyl)pyrrolidine-1-carbonyl)-3-cyclopropylacrylonitrile NC1=C2C(=NC=N1)N(N=C2C2=C(C=C(C=C2)OC2=CC=CC=C2)F)C[C@@H]2N(CCC2)C(=O)C(C#N)=CC2CC2